(6-(2H-1,2,3-triazol-2-yl)-5-(trifluoromethyl)pyridin-3-yl)-1-(2-carbonyl-1,2-dihydropyrrolo[2,3,4-de]isoquinolin-6-yl)-5-(trifluoromethyl)-1H-pyrazole-4-carboxamide N=1N(N=CC1)C1=C(C=C(C=N1)C1=NN(C(=C1C(=O)N)C(F)(F)F)C1=NC=C2C=3C(=CC=CC13)C(N2)=C=O)C(F)(F)F